NC1=CC=C(CC2=CC=C(C=C2)CC2=CC=C(C=C2)CC2=CC=C(C=C2)N)C=C1 Bis[4-(4-aminobenzyl)phenyl]methane